N[C@H]1[C@@H]2N(C[C@H]1CC2)C(=O)C2=CC1=C(N(C(=N1)C1=CC=3C=CC=4C(=CNC4C3N1CC1CC1)Cl)C)C(=C2)F [(1R,4R,7R)-7-amino-2-azabicyclo[2.2.1]heptan-2-yl]-[2-[6-chloro-1-(cyclopropylmethyl)-8H-pyrrolo[3,2-g]indol-2-yl]-7-fluoro-1-methyl-benzimidazol-5-yl]methanone